3-fluoro-4-(2-(5-methyl-1,3,4-oxadiazol-2-yl)-6,9-dioxo-5-(4-(trifluoro-methyl)-benzyl)-5,8-diazaspiro[3.5]nonan-8-yl)benzonitrile FC=1C=C(C#N)C=CC1N1CC(N(C2(CC(C2)C=2OC(=NN2)C)C1=O)CC1=CC=C(C=C1)C(F)(F)F)=O